C(C=C)(=O)OCC(COC=O)(COC=O)COC(C=C)=O pentaerythritol diformate diacrylate